3-oxo-1,2,3,4-tetrahydroquinoline-6-carboxylic acid O=C1CNC2=CC=C(C=C2C1)C(=O)O